NC=1C=CC(=C(C(=O)NC(C#C)C2=CC=CC3=CC=CC=C23)C1)C 5-Amino-2-methyl-N-(1-(naphthalen-1-yl)prop-2-yn-1-yl)benzamide